CC1=CC=C(C=C1)S(=O)(=O)O.N1=CN=C2NC=NC2=C1N[C@@H](CC)C=1OC2=CC=CC=C2C(C1C1=CC(=CC=C1)F)=O (S)-2-(1-(9H-purin-6-ylamino)propyl)-3-(3-fluorophenyl)-4H-chromen-4-one p-toluenesulfonate